7-[(3R,4S)-4-[(4-chloro-2-fluorophenyl)amino]-3-methylpiperidin-1-yl]-2,4-dimethyl-5-oxo-4H,5H-[1,3]thiazolo[5,4-b]pyridine-6-carbonitrile ClC1=CC(=C(C=C1)N[C@@H]1[C@@H](CN(CC1)C=1C2=C(N(C(C1C#N)=O)C)SC(=N2)C)C)F